C(C1=CC=CC=C1)OCCCCCC=1C(=NC2=CC(=CC=C2C1)C1=NNC=C1)N 3-[5-(benzyloxy)pentyl]-7-(1H-pyrazol-3-yl)quinolin-2-amine